Calcium Sulphate Monohydrate O.S(=O)(=O)([O-])[O-].[Ca+2]